ClC=1C=NC(=C(C(=O)NC2CCC(CC2)CN2C(N(C3=C2C=CC=C3)C3=CC(=CC=C3)C3=NOC(=N3)C)=O)C1)C(F)F 5-chloro-2-(difluoromethyl)-N-((1r,4r)-4-((3-(3-(5-methyl-1,2,4-oxadiazol-3-yl)phenyl)-2-oxo-2,3-dihydro-1H-benzo[d]imidazol-1-yl)methyl)cyclohexyl)nicotinamide